ClC1=C(C=C(C=C1)C=1C=NN(C1)C1=C(C(=NN1C)OS(=O)(=O)C(C(F)(F)F)(C(F)(F)F)F)C(F)(F)F)C(N(CC)C1(CC1)C#N)=O [5-[4-[4-chloro-3-[(1-cyanocyclopropyl)-ethyl-carbamoyl]phenyl]pyrazol-1-yl]-1-methyl-4-(trifluoromethyl)pyrazol-3-yl]1,1,1,2,3,3,3-heptafluoropropane-2-sulfonate